octyl α-ketoglutarate O=C(C(=O)OCCCCCCCC)CCC(=O)[O-]